C(C)(C)(C)OC(=O)N1C[C@H]2CC[C@@H](C1)C2NC2=NN(C(=N2)OC2=CC(=CC=C2)F)CC(F)(F)F (1R,5S,8S)-8-((5-(3-fluorophenoxy)-1-(2,2,2-trifluoroethyl)-1H-1,2,4-triazol-3-yl)amino)-3-azabicyclo[3.2.1]Octane-3-carboxylic acid tert-butyl ester